2-hydroxyphenylmethacrylate OC1=C(C=CC=C1)OC(C(=C)C)=O